methyl 5-(4-chloro-2-fluoro-phenyl)-3-methyl-triazole-4-carboxylate ClC1=CC(=C(C=C1)C1=C(N(N=N1)C)C(=O)OC)F